CC=1C(N(C=CC1)[C@@H]([C@@H](C)NS(=O)(=O)C)CO[C@@H]1CC[C@@H](CC1)C1=CC=CC=C1)=O N-[(2R,3S)-3-(3-methyl-2-oxo-1,2-dihydropyridin-1-yl)-4-{[(CIS)-4-phenylcyclohexyl]oxy}butan-2-yl]methanesulfonamide